C(#N)[C@@](COC1=C(C=CC(=C1)C#N)C(F)(F)F)(C)NC(C1=CC=C(C=C1)SC(F)(F)F)=O N-[(1R)-1-cyano-2-(5-cyano-2-trifluoromethyl-phenoxy)-1-methyl-ethyl]-4-trifluoromethylsulfanyl-benzamide